ClC1=CC=C(C=C1)C1(OC(=C(C1=O)O)CC(=O)N)C 2-(4-chlorophenyl-2-methyl-4-hydroxy-3(2H)-furanone-5-yl)-acetamide